O1COC2=C1C=CC(=C2)OC2=CC(=C(C=C2C)NC2=NC=NC1=CC(=C(C=C21)NC(/C(=C\[C@@H]2N(CCC2)C)/F)=O)OC)OC (R,E)-N-(4-((4-(benzo[d][1,3]dioxol-5-yloxy)-2-methoxy-5-methylphenyl)amino)-7-methoxyquinazolin-6-yl)-2-fluoro-3-(1-methylpyrrolidin-2-yl)acrylamide